C(C1=CC=CC=C1)OC1=CC=C(C=C1)C1=CC=CN2C1=NS(CC2)(=O)=O 9-[4-(benzyloxy)phenyl]-3,4-dihydropyrido[2,1-c][1,2,4]thiadiazine 2,2-dioxide